tert-butyl 2-((4-chlorobenzyl) carbamoyl)-5,8-dihydro-1,7-naphthyridine-7(6H)-carboxylate ClC1=CC=C(CNC(=O)C2=NC=3CN(CCC3C=C2)C(=O)OC(C)(C)C)C=C1